C(C)(=O)N([C@@H](CS)C(=O)O)CC=C(C)CCC=C(C)CCC=C(C)C acetyl-farnesylcysteine